3-Vinylpyrazine-2-carboxylic acid methyl ester COC(=O)C1=NC=CN=C1C=C